5-(4-chlorophenyl)-4-methyl-2-(4-(1-phenylethoxy)phenyl)-1H-imidazole ClC1=CC=C(C=C1)C1=C(N=C(N1)C1=CC=C(C=C1)OC(C)C1=CC=CC=C1)C